1-(6-chloro-4-iodo-isoindol-2-yl)ethan-1-one ClC=1C=C(C2=CN(C=C2C1)C(C)=O)I